C(C)(C)C1=NN2C(N=C(NC2=O)SC)=C1C1=CC(=C(C(=C1)F)F)F 7-isopropyl-2-(methylsulfanyl)-8-(3,4,5-trifluorophenyl)-3H-pyrazolo[1,5-a][1,3,5]triazin-4-one